1-Hydroxy-2-(3-methyl-sulfanylphenyl)-7-(trifluoromethyl)-2,3,1-benzodiazaborinine OB1N(N=CC2=C1C=C(C=C2)C(F)(F)F)C2=C(C(=CC=C2)C)S